[OH-].[O-2].[Mn+3] manganese oxide hydroxide